COC(C[C@@H](C#CC)C1=C(C=C(C=C1)OCC=C(C)C)F)=O (3S)-3-{2-fluoro-4-[(3-methylbut-2-en-1-yl)oxy]-phenyl}hex-4-ynoic acid methyl ester